naphtho[3,2,1-de]anthracene-3-amine C=1C=C(CC2=CC=3C=CC=C4C=C5C=CC=CC5=C(C34)C12)N